3-(2,4-dinitrophenyl)propionic acid [N+](=O)([O-])C1=C(C=CC(=C1)[N+](=O)[O-])CCC(=O)O